CC=1C=C(C=NC1N1C(N(C=C1)C)=O)NC(=O)C=1C=NN(C1C(F)(F)F)C1=C2C=CC=NC2=CC=C1 N-(5-methyl-6-(3-methyl-2-oxo-2,3-dihydro-1H-imidazol-1-yl)pyridin-3-yl)-1-(quinolin-5-yl)-5-(trifluoromethyl)-1H-pyrazole-4-carboxamide